{4-[(3S)-3-aminopyrrolidin-1-yl]-2-(3-fluoropyridin-4-yl)-1-methyl-1,3-benzodiazol-5-yl}-3-fluoro-2-(2-fluoro-6-methoxyphenyl)pyridine-4-carboxamide N[C@@H]1CN(CC1)C1=C(C=CC=2N(C(=NC21)C2=C(C=NC=C2)F)C)C=2C(=C(C(=NC2)C2=C(C=CC=C2OC)F)F)C(=O)N